tert-butyl 2-((2-(4-hydroxybenzoyl) hydrazino) sulfonyl)-1H-indole-1-carboxylate OC1=CC=C(C(=O)NNS(=O)(=O)C=2N(C3=CC=CC=C3C2)C(=O)OC(C)(C)C)C=C1